C(=C)OCCN1CN(CN(C1)CCOC=C)CCOC=C 1,3,5-tris(2-vinyloxyethyl)-1,3,5-triazine